FC(OC1=C(C(=O)O)C(=CC(=C1)B1OC(C(O1)(C)C)(C)C)OC)F 2-(difluoromethoxy)-6-methoxy-4-(4,4,5,5-tetramethyl-1,3,2-dioxaborolan-2-yl)benzoic acid